1-{[6-Chloro-5-(trifluoromethyl)(2-pyridyl)]amino}-4-(3-hydroxyhexyl)-3-methylazoline-2,5-dione ClC1=C(C=CC(=N1)NN1C(C(=C(C1=O)CCC(CCC)O)C)=O)C(F)(F)F